C(P(O)(O)=O)P(O)(O)=O.[Li] lithium methylenebis(phosphonic acid)